1,10-Decamethylene Glycol C(CCCCCO)CCCCO